C(C)(C)(C)OC(NCCCNCCCNCC=1C=C(C=C(C1)OCCCC)CNCCCNCCCNC(OC(C)(C)C)=O)=O Di-tert-butyl((((((5-butoxy-1,3-phenylene)bis(methylene))bis(azanediyl))-bis(propane-3,1-diyl))bis(azanediyl))bis(propane-3,1-diyl))dicarbamate